[Mg+2].N(C1=CC=CC=C1)C=1C=CC=C2C=CC=C(C12)S(=O)(=O)[O-].N(C1=CC=CC=C1)C=1C=CC=C2C=CC=C(C12)S(=O)(=O)[O-].N(C1=CC=CC=C1)C=1C=CC=C2C=CC=C(C12)S(=O)(=O)[O-].N(C1=CC=CC=C1)C=1C=CC=C2C=CC=C(C12)S(=O)(=O)[O-] 8-Anilino-1-naphthalenesulfonic acid-hemimagnesium salt